C(C(C)C)OC([C@H]1N(CC(C1)O)C)=O 4-Hydroxy-1-methyl-proline-isobutylester